7-(2-hydroxy-3-tert-butylaminopropoxy)phthalide OC(COC=1C=CC=C2COC(=O)C12)CNC(C)(C)C